BrC(C(=C(F)F)F)(CF)F 3-bromo-1,1,2,3,4-pentafluorobut-1-ene